1-(4-Bromo-2-(1H-tetrazol-5-yl)phenyl)pentan-1-ol potassium salt [K].BrC1=CC(=C(C=C1)C(CCCC)O)C1=NN=NN1